3-thia-1,5,6,8-tetraaza-cyclopenta[a]inden-7-one N1=CSC2=C1N=C1C(N=NC=C21)=O